CC1=C(C#N)C=CC(=C1)C#N methyl-terephthalonitrile